C1(CC1)N1N=C2C(=CC=C(C2=C1)N1CC(C1)C(CO)C)OC(F)F 2-(1-(2-cyclopropyl-7-(difluoromethoxy)-2H-indazol-4-yl)azetidin-3-yl)propanol